4-(4-(7-hydroxy-6-isopropyl-2-oxo-4-thioxo-2H-benzo[e][1,3]oxazin-3(4H)-yl)benzyl)piperazine-1-carboxylic acid tert-butyl ester C(C)(C)(C)OC(=O)N1CCN(CC1)CC1=CC=C(C=C1)N1C(OC2=C(C1=S)C=C(C(=C2)O)C(C)C)=O